(S,Z)-1-((5-chloro-3'-cyclopropoxy-[1,1'-biphenyl]-2-yl)sulfonyl)-4-fluoro-N-(4-(methylsulfonyl)but-3-en-2-yl)piperidine-4-carboxamide ClC=1C=CC(=C(C1)C1=CC(=CC=C1)OC1CC1)S(=O)(=O)N1CCC(CC1)(C(=O)N[C@@H](C)\C=C/S(=O)(=O)C)F